[Si](C)(C)(C(C)(C)C)OC1CN(CCC1N1N=CC(=C1C)I)C(=O)OC(C)(C)C tert-butyl 3-[tert-butyl(dimethyl)silyl]oxy-4-(4-iodo-5-methyl-pyrazol-1-yl)piperidine-1-carboxylate